NC1N(CCNC1)C1=CC(=CC=2OCCOC21)O 5-(2-aminopiperazin-1-yl)-7-hydroxy-2,3-dihydro-1,4-benzodioxine